NC1=C2C(=NN1C1=C(C=CC=C1)C)CN(C2)C2=NC1=C(C=C(C=C1C(N2C)=O)C)[C@@H](C)NC=2C(=NC(=CC2)Cl)C(=O)NS(=O)(=O)C (R)-3-((1-(2-(3-amino-2-(o-tolyl)-2,6-dihydropyrrolo[3,4-c]pyrazol-5(4H)-yl)-3,6-dimethyl-4-oxo-3,4-dihydroquinazolin-8-yl)ethyl)amino)-6-chloro-N-(methylsulfonyl)picolinamide